C(C)(=O)N1CC2(C1)N(C(CN(C2=O)C2=C(C=C(C#N)C=C2)F)=O)CC2=CC=C(C=C2)F 4-(2-acetyl-5-(4-fluoro-benzyl)-6,9-dioxo-2,5,8-triazaspiro[3.5]nonan-8-yl)-3-fluorobenzonitrile